COC1=NC=CN=C1C(CC)C methoxy-3-(1-methylpropyl)pyrazine